C1CCCC12C1(CCCCC1)C2 dispiro[4.0.56.15]dodecane